(S)-2-((S)-2-((S)-4-Amino-4-oxo-2-((S)-pyrrolidine-2-carboxamido)butan-amido)-3-(thiazol-4-yl)propanamido)-5,5-dimethylhexanoic acid NC(C[C@@H](C(=O)N[C@H](C(=O)N[C@H](C(=O)O)CCC(C)(C)C)CC=1N=CSC1)NC(=O)[C@H]1NCCC1)=O